C=C(C(C1=C(C(=C(C(=C1C)C)C)C)O)(C1=CC=CC=2NN=NC21)C2=CC=CC=1NN=NC12)CC METHYLENEBIS-BENZOTRIAZOLYL-TETRAMETHYLBUTYLPHENOL